tert-Butyl 4-{[(6S)-6-[2-(cyclopropylamino)-4-(methoxycarbonyl)phenyl]-2,2-difluoro-7-azaspiro[3.5]nonan-7-yl]methyl}-5-methoxy-7-methylindole-1-carboxylate C1(CC1)NC1=C(C=CC(=C1)C(=O)OC)[C@@H]1CC2(CC(C2)(F)F)CCN1CC1=C2C=CN(C2=C(C=C1OC)C)C(=O)OC(C)(C)C